(S)-(1'-(5-bromo-4-cyano-6-methylpyrimidin-2-yl)-5-methoxy-1,3-dihydrospiro[indene-2,4'-piperidine]-3-yl)carbamic acid tert-butyl ester C(C)(C)(C)OC(N[C@@H]1C2=CC(=CC=C2CC12CCN(CC2)C2=NC(=C(C(=N2)C#N)Br)C)OC)=O